C(C)(C)C1=CC(=C(C=C1O)C)Cl 6-iso-propyl-3-methyl-p-chlorophenol